C[Si](C1=CC(=CC=C1)C=C)(Br)C dimethylbromo(3-vinylphenyl)silane